C(C1=CC=CC=C1)N1C(N(C=C1)CC1=C(N=NN1C)C1=CC=C(O[C@@H]2C[C@H](CCC2)C(=O)OC)C=C1)=C=O |r| (+/-)-methyl (1S,3S)-3-(4-(5-((3-benzyl-2-carbonyl-2,3-dihydro-1H-imidazol-1-yl)methyl)-1-methyl-1H-1,2,3-triazol-4-yl)phenoxy)cyclohexane-1-carboxylate